N1C(C=CC=C1)=N Pyridinimin